2,2,6,6-tetramethyl-3,5-heptane-dione CC(C)(C(CC(C(C)(C)C)=O)=O)C